BrC=1C=C(C(=O)NN(C2=NC=CC=N2)C)C=CC1[N+](=O)[O-] 3-bromo-N'-methyl-4-nitro-N'-(pyrimidin-2-yl)benzohydrazide